N=1NN=NC1CC=1C=CC(=C(CC=2C(=NC(=NC2C)N)NC(CO[Si](C2=CC=CC=C2)(C2=CC=CC=C2)C(C)(C)C)CCC)C1)OC 5-(5-((2H-tetrazol-5-yl)methyl)-2-methoxybenzyl)-N4-(1-((tert-butyldiphenylsilyl)oxy)pentan-2-yl)-6-methylpyrimidine-2,4-diamine